Dimethylfluorophosphine CP(F)C